sodium tert.butylate CC(C)(C)[O-].[Na+]